C(C)C1=C(N=C2N1C=CC(=C2)C(=O)O)COC2=C(C=CC=C2)C(F)(F)F 3-ethyl-2-((2-(trifluoromethyl)phenoxy)methyl)imidazo[1,2-a]Pyridine-7-carboxylic acid